C(C)N(C(C=C)=O)CC N,N-diethyl-acryl-amide